1-((1S,2S)-2-(1H-benzo[d]imidazol-2-yl)cyclopropane-1-carboxamido)-N-(4-(trifluoromethoxy)phenyl)cyclopropane-1-carboxamide N1C(=NC2=C1C=CC=C2)[C@@H]2[C@H](C2)C(=O)NC2(CC2)C(=O)NC2=CC=C(C=C2)OC(F)(F)F